COCCN1C(=NC=2C1=NC(=CC2)C=2C=CN1N=C(N=CC12)NC1CC2(CNC2)C1)C 5-(3-(2-methoxyethyl)-2-methyl-3H-imidazo[4,5-b]pyridin-5-yl)-N-(2-azaspiro[3.3]heptan-6-yl)pyrrolo[2,1-f][1,2,4]triazin-2-amine